NC=1C(=NC2=CC(=CC=C2C1C1=C(C(=CC=C1)OC)C)C)C(=O)N 3-amino-4-(3-methoxy-2-methyl-phenyl)-7-methyl-quinoline-2-carboxamide